1-(2,3-dihydroxypropyl)benzotriazole OC(CN1N=NC2=C1C=CC=C2)CO